C1(CC1)C1=NC=2C(=NC(=CC2)C)N1C1=CC2=C(NCS2)C=C1 6-(2-Cyclopropyl-5-methyl-imidazo[4,5-b]pyridin-3-yl)-3H-1,3-benzothiazol